allyl-{6-[3-(4-bromo-phenyl)-benzofuran-6-yloxy]-hexyl}-methyl-amin C(C=C)N(C)CCCCCCOC1=CC2=C(C(=CO2)C2=CC=C(C=C2)Br)C=C1